(5-(4-cyanothiophen-2-yl)-1H-indol-3-yl)propionamide C(#N)C=1C=C(SC1)C=1C=C2C(=CNC2=CC1)C(C(=O)N)C